di-(tert-butyl)(3,5-dimethoxyphenyl)phosphonium tetrafluoroborate F[B-](F)(F)F.C(C)(C)(C)[PH+](C1=CC(=CC(=C1)OC)OC)C(C)(C)C